5-(5-methylpyridin-3-yl)-N-((pyrimidin-2-ylmethyl)sulfonyl)-4H-1,2,4-triazole-3-carboxamide CC=1C=C(C=NC1)C=1NC(=NN1)C(=O)NS(=O)(=O)CC1=NC=CC=N1